3,7-dimethyl-2,6-octadien-1-ol acetate C(C)(=O)OCC=C(CCC=C(C)C)C